C1(CCC1)C1=C(C=C(C=C1)O)B1OC(C(O1)(C)C)(C)C 4-cyclobutyl-3-(4,4,5,5-tetramethyl-1,3,2-dioxaborolan-2-yl)phenol